(5S)-1'-[6-methyl-7-(2,3,4,5,6-pentadeuteriophenyl)pyrazolo[1,5-a]pyrazin-4-yl]spiro[5,7-dihydrocyclopenta[b]pyridine-6,4'-piperidine]-5-amine CC=1N=C(C=2N(C1C1=C(C(=C(C(=C1[2H])[2H])[2H])[2H])[2H])N=CC2)N2CCC1(CC2)[C@@H](C=2C(=NC=CC2)C1)N